[Na+].C(CCCCCCCCCCC(=O)[O-])(=O)[O-].[Na+] Dodecanedioic acid, sodium salt